C(C)OC(C[C@H](N[S@](=O)C1=CC=C(C=C1)C)C1=CC=C(C=C1)CC1=CC=C(C=C1)C)=O.CC1=NOC=C1 3-methyl-isoxazole ethyl-(S)-3-(4-(4-methylbenzyl)phenyl)-3-((R)-4-methylphenyl-sulfinamido)propanoate